C(C1=CC=CC=C1)OCCCCCCC(OC1OCCCC1)(C)CC(C)(C)S(=O)(=O)C1=CC=C(C=C1)Br 2-[7-benzyloxy-1-[2-(4-bromophenyl)sulfonyl-2-methyl-propyl]-1-methyl-heptoxy]tetrahydropyran